methyl 2-(4-(azetidin-3-yloxy)-6-bromo-1-oxophthalazin-2(1H)-yl)acetate HCl salt Cl.N1CC(C1)OC1=NN(C(C2=CC=C(C=C12)Br)=O)CC(=O)OC